FC1=C(C=CC(=N1)C(=O)NC)N1C[C@@H](NCC1)C (S)-6-Fluoro-N-methyl-5-(3-methylpiperazine-1-yl)picolinamide